5-ethyl-1-(2,3,5,6-tetrafluorophenyl)indolin-2-one C(C)C=1C=C2CC(N(C2=CC1)C1=C(C(=CC(=C1F)F)F)F)=O